Cl.C(C)(C)N1N=CC(=C1C)C1=NC=2C(=NC=CC2C=2C=CC3=C(CCCCC3N)C2)N1 2-[2-(1-Isopropyl-5-methyl-1H-pyrazol-4-yl)-3H-imidazo[4,5-b]pyridin-7-yl]-6,7,8,9-tetrahydro-5H-benzocyclohepten-5-ylamine hydrochloride